(R)-7-(4-fluorophenyl)-8-(1-methyl-1H-benzo[d]imidazol-6-yl)-2-((1-methylpyrrolidin-2-yl)methyl)-[1,2,4]triazolo[1,5-c]pyrimidin-5-amine FC1=CC=C(C=C1)C1=C(C=2N(C(=N1)N)N=C(N2)C[C@@H]2N(CCC2)C)C=2C=CC1=C(N(C=N1)C)C2